C(=CC)N1CCC(CC1)N1[C@@H](C(N(C=2C=NC(=NC12)NC1=C(C=CC(=C1)N1CCN(CC1)C)OC)C)=O)CC (R)-8-(1-propenylpiperidin-4-yl)-7-ethyl-2-((2-methoxy-5-(4-methylpiperazin-1-yl)phenyl)amino)-5-methyl-7,8-dihydropteridin-6(5H)-one